C(C)(C)N1C2=NC(=NC(=C2N=C1)N(C1=CC=CC=C1)C)N[C@@H](COC([C@H](C(C)C)NC(=O)OC(C)(C)C)=O)CC (2S)-2-(tert-Butoxycarbonylamino)-3-methyl-butyric acid [(2R)-2-[[9-isopropyl-6-(N-methylanilino) purin-2-yl] amino] butyl] ester